O=C1N(CC2=CC(=CC=C12)CN1CCC(=CC1)C=1C2=C(N=CN1)SC(=C2)C2=CC=CC=C2)N2C(NC(CC2)=O)=O 1-(1-oxo-5-((4-(6-phenylthieno[2,3-d]pyrimidin-4-yl)-3,6-dihydropyridin-1(2H)-yl)methyl)isoindolin-2-yl)dihydropyrimidine-2,4(1H,3H)-dione